CC1=CC(N(C=C1)C(C(=O)O)CCC)=O 2-(4-methyl-2-oxopyridin-1(2H)-yl)pentanoic acid